1-benzyl-N-(1-methyl-2-oxo-1,2,3,4,5,6-hexahydroimidazo[1,5-a][1,3]diazocine-3-yl)-1H-1,2,4-triazole-3-carboxamide C(C1=CC=CC=C1)N1N=C(N=C1)C(=O)NC1C(N(C=2N(CCC1)C=NC2)C)=O